trans-4-(((trans-4-(4-Methoxy-3-methylphenyl)cyclohexyl)methyl)(3-(2-methoxythiazol-5-yl)phenyl)-carbamoyl)cyclohexanecarboxylic acid COC1=C(C=C(C=C1)[C@@H]1CC[C@H](CC1)CN(C(=O)[C@@H]1CC[C@H](CC1)C(=O)O)C1=CC(=CC=C1)C1=CN=C(S1)OC)C